1-phenyl-3-[4-(anilino)phenyl]-1,3,5-triazinane-2,4,6-trione C1(=CC=CC=C1)N1C(N(C(NC1=O)=O)C1=CC=C(C=C1)NC1=CC=CC=C1)=O